CC(C)NC(=O)C1=CC=C(C=C1)CNNC The molecule is a benzamide obtained by formal condensation of the carboxy group of 4-[(2-methylhydrazino)methyl]benzoic acid with the amino group of isopropylamine. An antineoplastic chemotherapy drug used for treatment of Hodgkin's lymphoma. Metabolism yields azo-procarbazine and hydrogen peroxide, which results in the breaking of DNA strands. It has a role as an antineoplastic agent. It is a member of hydrazines and a member of benzamides. It is a conjugate base of a procarbazine(1+).